P(=O)([O-])([O-])O.[Ca+2].[Ca+2].[Ca+2].P(=O)([O-])([O-])O.P(=O)([O-])([O-])O tri-calcium hydrophosphate